(R)-8-(6-(1-(2-(2-oxa-6-azaspiro[3.3]heptan-6-yl)ethoxy)ethyl)pyridin-3-yl)-1-isopropyl-3-methyl-1H-imidazo[4,5-c]cinnolin-2(3H)-one C1OCC12CN(C2)CCO[C@H](C)C2=CC=C(C=N2)C2=CC=1C3=C(N=NC1C=C2)N(C(N3C(C)C)=O)C